4-[1-(3-Methylphenyl)-1H-pyrazol-3-yl]piperidine-1-carboxylic acid tert-butyl ester C(C)(C)(C)OC(=O)N1CCC(CC1)C1=NN(C=C1)C1=CC(=CC=C1)C